ClC=1C=C(C=CC1F)CN1C(=NC=C1)C=1C=C(C=C(C1)F)C=1OC(=NN1)C(F)F 2-(3-{1-[(3-chloro-4-fluorophenyl)methyl]-1H-imidazol-2-yl}-5-fluorophenyl)-5-(difluoromethyl)-1,3,4-oxadiazole